pyridin-6-yl-2-(methylsulfanyl)pyrimidine-5-carboxamide N1=CC=CC=C1C1=NC(=NC=C1C(=O)N)SC